4,6-dihydroxy-5-amino-2-(propylmercapto)pyrimidine hydrochloride Cl.OC1=NC(=NC(=C1N)O)SCCC